7-bromo-2H,3H-[1,4]dioxino[2,3-c]pyridine BrC1=CC2=C(C=N1)OCCO2